N-(cyclohexylmethyl)-2-(methoxymethyl)-6-({[2-(trifluoromethyl)phenyl]carbonyl}amino)-1H-benzoimidazole-4-carboxamide C1(CCCCC1)CNC(=O)C1=CC(=CC=2NC(=NC21)COC)NC(=O)C2=C(C=CC=C2)C(F)(F)F